3-[2-[2-[2-[[2-(2,6-dioxo-3-piperidyl)-1,3-dioxo-isoindolin-4-yl]amino]-1-methyl-ethoxy]ethoxy]ethoxyl-2-fluoro-propyl]-6-(1,6-naphthyridin-2-ylamino)pyridine-3-carboxamide O=C1NC(CCC1N1C(C2=CC=CC(=C2C1=O)NCC(OCCOCCOCC(CC1(CN=C(C=C1)NC1=NC2=CC=NC=C2C=C1)C(=O)N)F)C)=O)=O